3-Bromo-9-(4-vinylbenzyl)-9H-carbazole BrC=1C=CC=2N(C3=CC=CC=C3C2C1)CC1=CC=C(C=C1)C=C